decylcyclooctan-1-ol C(CCCCCCCCC)C1(CCCCCCC1)O